Benzyl 4-(5-amino-1,3,4-thiadiazol-2-yl)piperidine-1-carboxylate NC1=NN=C(S1)C1CCN(CC1)C(=O)OCC1=CC=CC=C1